FC(S(=O)(=O)OC=1N(N=C2C(N(CCC21)C=2C=NN(C2)CC2=CC=C(C=C2)OC)=O)C2=NC(=CC=C2)C)(F)F 6-(1-(4-methoxybenzyl)-1H-pyrazol-4-yl)-2-(6-methylpyridin-2-yl)-7-oxo-4,5,6,7-tetrahydro-2H-pyrazolo[3,4-c]pyridin-3-yl trifluoromethanesulfonate